tert-butyl (E)-(3-(7-bromo-3-(2,2,2-trifluoroethyl)benzo[b]thiophen-2-yl)allyl)carbamate BrC1=CC=CC2=C1SC(=C2CC(F)(F)F)/C=C/CNC(OC(C)(C)C)=O